Methyl 3-(2-{[6-(azetidin-1-yl)-4-fluoro-1-benzofuran-2-carbonyl]sulfamoyl}phenyl)propanoate N1(CCC1)C1=CC2=C(C=C(O2)C(=O)NS(=O)(=O)C2=C(C=CC=C2)CCC(=O)OC)C(=C1)F